ClC1=C(OC2=C(C=CC3=C2NC(=NS3(=O)=O)NCC3=C(C=CC(=C3)OC)F)F)C=CC=C1 5-(2-chlorophenoxy)-6-fluoro-3-((2-fluoro-5-methoxybenzyl)amino)-4H-benzo[e][1,2,4]thiadiazine 1,1-dioxide